N-(4-{[6-(5-Chloro-2-Fluorophenyl)Pyridazin-4-yl]Amino}Pyridin-2-yl)-3-[4-(2,2,2-Trifluoroethyl)Piperazin-1-yl]Propanamid ClC=1C=CC(=C(C1)C1=CC(=CN=N1)NC1=CC(=NC=C1)NC(CCN1CCN(CC1)CC(F)(F)F)=O)F